C(C)(=O)O[C@H]1[C@@H](O[C@H]([C@@H]1NC1=NC(=NC(=C1[N+](=O)[O-])Cl)SCCC)CO[Si](C1=CC=CC=C1)(C1=CC=CC=C1)C(C)(C)C)C(OC)OC (2R,3R,4S,5R)-5-(((tert-butyldiphenylsilyl)oxy)methyl)-4-((6-chloro-5-nitro-2-(propylthio)pyrimidin-4-yl) amino)-2-(dimethoxymethyl)tetrahydrofuran-3-yl acetate